C(C1=CC=CC=C1)ON1[C@@H]2CC[C@H](N(C1=O)C2)C(=O)NNC(=O)C2CCN(CC2)C(=O)OC(C)(C)C tert-Butyl 4-[(2-{[(2S,5R)-6-benzyloxy-7-oxo-1,6-diazabicyclo[3.2.1]oct-2-yl]carbonyl}hydrazinyl)carbonyl]piperidine-1-carboxylate